(R)-(+)-[2,3-Dihydro-5-methyl-3-[(4-morpholinyl)methyl]pyrrolo[1,2,3-de]-1,4-benzoxazinyl]-(1-naphthalenyl)methanone mesylate salt S(C)(=O)(=O)O.CC1=CC=2C=CC=C3C2N1C([C@@H](O3)C(=O)C3=CC=CC1=CC=CC=C31)CN3CCOCC3